FC=1C=C(C=CC1F)[C@H]1N(OCC1)C(=O)[C@H]1C[C@H](C1)NC(OC(C)(C)C)=O tert-butyl N-[cis-3-[(3S)-3-(3,4-difluorophenyl)isoxazolidine-2-carbonyl]cyclobutyl]carbamate